1'-((7-ethyl-6-oxo-5,6-dihydro-1,5-naphthyridin-3-yl)methyl)-1',2',3',6'-tetrahydro-[3,4'-bipyridine]-6-carboxylic acid methyl ester COC(=O)C1=CC=C(C=N1)C=1CCN(CC1)CC=1C=NC=2C=C(C(NC2C1)=O)CC